N-(2,2-dimethyl-3-acetoxypropylidene)-2-(2-aminoethoxy)ethan-1-ol CC(C=NCCOCCO)(COC(C)=O)C